FC(C1=CC=C(N=N1)CC1CC2(CN(C2)C(=O)N2C[C@@H]3[C@@H](OCC(N3)=O)CC2)C1)(F)F (4aR,8aS)-6-[6-[[6-(trifluoromethyl)pyridazin-3-yl]methyl]-2-azaspiro[3.3]heptane-2-carbonyl]-4,4a,5,7,8,8a-hexahydropyrido[4,3-b][1,4]oxazin-3-one